acetic acid (3-methyl)-2-butenyl ester CC(=CCOC(C)=O)C